C1(CC2C(CC1)O2)CCC[Si](OC(C)C)(OC(C)C)OC(C)C gamma-(3,4-epoxycyclohexyl)-propyltriisopropoxysilane